C(C)OC(=O)[C@H]1[C@@H](CCC=2N1C(NN2)=O)C |r| Ethyl-(5RS,6RS)-6-methyl-3-oxo-2,3,5,6,7,8-hexahydro[1,2,4]triazolo[4,3-a]pyridine-5-carboxylate